C1(CCC1)CC=1C=2CC[C@H]3N(C2N=CC1)CCNC3 (R)-4-(cyclobutylmethyl)-6,6a,7,8,9,10-hexahydro-5H-pyrazino[1,2-a][1,8]naphthyridine